2-[2-(2,4-difluorophenyl)propanoyl]-8,8-dimethyl-7-oxo-2-azaspiro[3.5]non-5-ene-6-carbonitrile FC1=C(C=CC(=C1)F)C(C(=O)N1CC2(C1)C=C(C(C(C2)(C)C)=O)C#N)C